S(=O)(=O)(O)C[O-] Sulfomethoxide